O=C1NC(CCC1N1C(C2=CC=C(C=C2C1=O)N([C@@H]1[C@H](CCCC1)NCC1(CC1)C(F)(F)F)C)=O)=O 2-(2,6-dioxopiperidin-3-yl)-5-(methyl((1S,2S)-2-(((1-(trifluoromethyl)cyclopropyl)methyl)amino)cyclohexyl)amino)isoindoline-1,3-dione